C(C)(C)(C)O[C@@H]([C@H](N)CC(=O)O)C O-t-butyl-L-β-homothreonine